C(#N)C1=CC(=C(C=C1)[C@@H]1C(=C(NC=2C3=C(N=C(C12)OCC)C=CS3)C)C(=O)N)OC (S)-6-(4-cyano-2-methoxyphenyl)-5-ethoxy-8-methyl-6,9-dihydrothieno[3,2-h][1,6]naphthyridine-7-carboxamide